C(CCCCCC)C=1NC(=CC1CCCCCCC)CCCCCCC 2,3,5-tri-n-heptylpyrrole